C(C)(C)C1=COC2=CC=C(C=C2C1=O)C1=CC=C(C=C1)OC 3-isopropyl-6-(4-methoxyphenyl)chromone